C(C1=CC=CC=C1)OC1=C(C=CC=C1)[C@H]1CC[C@H](CO1)OCC1=NC=CC=C1Br 2-([[(3R,6R)-6-[2-(benzyloxy)phenyl]oxan-3-yl]oxy]methyl)-3-bromopyridine